FC1([C@H](COC1)NC(N(C)[C@@H](CO)C1=CC=NC=C1)=O)F 3-[(3S)-4,4-difluorotetrahydrofuran-3-yl]-1-[(1R)-2-hydroxy-1-(4-pyridyl)ethyl]-1-methyl-urea